ClC=1C=C(C=NC1N1N=CC=N1)NC(=O)C=1C=NN(C1C(F)(F)F)C1=CC=C(C=C1)C#N N-(5-chloro-6-(2H-1,2,3-triazol-2-yl)pyridin-3-yl)-1-(4-cyanophenyl)-5-(trifluoromethyl)-1H-pyrazole-4-carboxamide